C(C1=CC=CC=C1)OC(=O)N1C(CCC1C)C N-(benzyloxycarbonyl)-2,5-dimethylpyrrolidine